2-bromo-5-hexyloxy-1,3-dimethylbenzene BrC1=C(C=C(C=C1C)OCCCCCC)C